C(C=C)C1CC2(CN(C2)C(=O)O)C1.BrC1=CC=C(C=C1)N1N=C(C(=C1)C1OC(C(N1CCC1=CC(=C(C=C1)N)N)=O)C)C1=CC=C(C=C1)F 2-(1-(4-Bromophenyl)-3-(4-fluorophenyl)-1H-pyrazol-4-yl)-3-(3,4-diaminophenethyl)-5-methyl-oxazolidin-4-one 6-(prop-2-en-1-yl)-2-azaspiro[3.3]heptane-2-carboxylate